Tert-butyl 4-(7-amino-6-(methoxycarbonyl) benzo[d][1,3]dioxolan-4-yl)-5,6-dihydropyridine-1(2H)-carboxylate NC1=C(C=C(C2=C1OCO2)C2=CCN(CC2)C(=O)OC(C)(C)C)C(=O)OC